2-{5-[(3-{4-[(1-[2-(4-(2-hydroxyethyl)piperazin-1-yl)-2-oxoethyl]piperidin-4-yl)amino]-1-(2,2,2-trifluoroethyl)-1H-indol-2-yl}prop-2-yn-1-yl)amino]pyridin-2-yl}-2-methylpropanenitrile OCCN1CCN(CC1)C(CN1CCC(CC1)NC1=C2C=C(N(C2=CC=C1)CC(F)(F)F)C#CCNC=1C=CC(=NC1)C(C#N)(C)C)=O